C1(=CC=CC=C1)N(CCO)CCO N-phenyldiethanolamine